5-[6-[4-(1-piperazinyl)phenyl]pyrazolo[1,5-a]pyrimidin-3-yl]quinoline N1(CCNCC1)C1=CC=C(C=C1)C=1C=NC=2N(C1)N=CC2C2=C1C=CC=NC1=CC=C2